FC1=CC=2C[C@H]3OCCN[C@H]3C2C=C1 |r| rac-(4aS,9aR)-7-fluoro-2,3,4,4a,9,9a-hexahydroindeno[2,1-b][1,4]oxazine